7-((2R,3R,4S)-5-((R)-(4-chlorophenyl)(hydroxy)methyl)-3,4-dihydroxytetrahydrofuran-2-yl)-5-fluoro-1,7-dihydro-4H-pyrrolo[2,3-d]pyrimidin-4-one O-methyl oxime CON=C1C2=C(NC=N1)N(C=C2F)[C@@H]2OC([C@H]([C@H]2O)O)[C@H](O)C2=CC=C(C=C2)Cl